Cl.ClC1=CC(=C(C=C1)C1=CC=C(C=C1)N1CCN(CC1)C1CC1)N1CC(CCC1)N1N=CC(=C1C(F)F)C(=O)O 1-{1-[4-chloro-4'-(4-cyclopropylpiperazin-1-yl)[biphenyl]-2-yl]piperidin-3-yl}-5-(difluoromethyl)-1H-pyrazole-4-carboxylic acid hydrochloride